N-((1R,2S)-2-hydroxycyclopentyl)benzenesulfonamide O[C@@H]1[C@@H](CCC1)NS(=O)(=O)C1=CC=CC=C1